NC1=CC=C(C=C1)C=1C2=CC=C(N2)C(=C2C=CC(C(=C3C=CC(=C(C=4C=CC1N4)C4=CC=C(C=C4)N)N3)C3=CC=C(C=C3)N)=N2)C2=CC=C(C=C2)N 5,10,15,20-Tetrakis(4-aminophenyl)porphyrin